methyl 1-(4-bromobenzyl)-4-fluoro-1H-indole-7-carboxylate BrC1=CC=C(CN2C=CC3=C(C=CC(=C23)C(=O)OC)F)C=C1